NC1=NN2C(C=CC=C2)=N1 2-amino-[1,2,4]triazolo[1,5-a]pyridin